C(C=C)(=O)N1CCN(CC1)C1=NC(N2C3=C(C(=C(C=C13)C(F)(F)F)C1=CC=C(C=C1)F)SC[C@@H]2CN2CCN(CC2)C2CC2)=O (S)-7-(4-acryloylpiperazin-1-yl)-3-((4-cyclopropylpiperazin-1-yl)methyl)-10-(4-fluorophenyl)-9-(trifluoromethyl)-2H-[1,4]thiazino[2,3,4-ij]quinazolin-5(3H)-one